2-(1-((trans)-1-(cyclobutylmethyl)-3-fluoropiperidin-4-yl)-1H-pyrazol-4-yl)-N4-(prop-2-yn-1-yl)-5-(trifluoromethyl)pyrimidine-2,4-diamine C1(CCC1)CN1C[C@H]([C@@H](CC1)N1N=CC(=C1)C1(NC=C(C(=N1)NCC#C)C(F)(F)F)N)F